2-chloro-4-(3-(1,3-dimethyl-1H-pyrazol-4-yl)-7,8-dihydro-1,6-naphthyridin-6(5H)-yl)-5,7-dihydrofuro[3,4-d]pyrimidine ClC=1N=C(C2=C(N1)COC2)N2CC=1C=C(C=NC1CC2)C=2C(=NN(C2)C)C